2-[6-[(2R)-2-(2-hydroxyethyl)morpholin-4-yl]pyridazin-3-yl]-3,5-dimethyl-phenol OCC[C@@H]1CN(CCO1)C1=CC=C(N=N1)C1=C(C=C(C=C1C)C)O